1-phenylmethanesulfonamide C1(=CC=CC=C1)CS(=O)(=O)N